(R)-2-methyl-4-(6-(4-(3-(4-methyl-3-(trifluoromethyl)phenyl)ureido)phenoxy)pyrimidin-4-yl)piperazin C[C@H]1NCCN(C1)C1=NC=NC(=C1)OC1=CC=C(C=C1)NC(=O)NC1=CC(=C(C=C1)C)C(F)(F)F